C(C)C=1C(NC=2C=C(C=NC2C1)C(N1C(CNCC1)C)([2H])[2H])=O 4-((7-Ethyl-6-oxo-5H-1,5-naphthyridin-3-yl)methyl-d2)-3-methylpiperazine